C(C(C)(C)C)(=O)OCO[C@@H]1[C@H](O[C@@]([C@@H]1O)(C#N)C1=CC=C2C(=NC=NN21)N)COC(C(C)(C)C2CCCCC2)=O (((2R,3S,4R,5R)-5-(4-aminopyrrolo[2,1-f][1,2,4]triazin-7-yl)-5-cyano-2-(((2-cyclohexyl-2-methylpropanoyl)oxy)methyl)-4-hydroxytetrahydrofuran-3-yl)oxy)methyl pivalate